3-((3-exo)-3-((4-((5-(hydroxymethyl)thiazol-2-yl)amino)-7H-pyrrolo[2,3-d]pyrimidin-2-yl)amino)-8-azabicyclo[3.2.1]octan-8-yl)propionitrile OCC1=CN=C(S1)NC=1C2=C(N=C(N1)NC1CC3CCC(C1)N3CCC#N)NC=C2